COC=1N=C2C(=CC=NC2=CC1OC)OC1=C(C=C(C=C1)NC(=O)C1=NNC(=C(C1=O)C1=CC=C(C=C1)F)C)F N-[4-[(6,7-Dimethoxy-1,5-naphthyridin-4-yl)oxy]-3-fluorophenyl]-5-(4-fluorophenyl)-6-methyl-4-oxo-1H-pyridazine-3-carboxamide